[K+].N[C@@H](CCO)C(=O)[O-] homoserinate Potassium